4-[(2,6-difluorophenoxyethylsulfanyl)methyl]1,3-dihydroimidazole-2-thione FC1=C(OCCSCC=2NC(NC2)=S)C(=CC=C1)F